sodium 10-hydroxy-caprate OCCCCCCCCCC([O-])=O.[Na+]